FC1=C(CNC(C2=C(C=CC(=C2)C=2C=CC=3N(N2)C=C(N3)NC([C@H](C)O)=O)C)=O)C=C(C=C1)OC(F)(F)F (S)-N-(2-fluoro-5-(trifluoromethoxy)benzyl)-5-(2-(2-hydroxy-propionamido)imidazo[1,2-b]pyridazin-6-yl)-2-methylbenzamide